2-butyl-1-(4-(5-heptadecyl-1,3,4-oxadiazol-2-yl)butoxy)-1H-imidazo[4,5-c]quinolin-4-amine C(CCC)C=1N(C2=C(C(=NC=3C=CC=CC23)N)N1)OCCCCC=1OC(=NN1)CCCCCCCCCCCCCCCCC